2,5-dimethyl-1H-pyrrole-1-carboxylic acid tert-butyl ester C(C)(C)(C)OC(=O)N1C(=CC=C1C)C